Ethyl-4-iodo-3-(spiro[2.2]pentan-1-yl)-1H-pyrazole C(C)N1N=C(C(=C1)I)C1CC12CC2